ethoxypyrrolidone C(C)ON1C(CCC1)=O